4-di-tert-butylphosphino-N,N-dimethyl-aniline palladium dichloride [Pd](Cl)Cl.C(C)(C)(C)P(C1=CC=C(N(C)C)C=C1)C(C)(C)C